4,6-Diphenyl-2-propoxy-nicotinonitrile C1(=CC=CC=C1)C1=CC(=NC(=C1C#N)OCCC)C1=CC=CC=C1